6-cyclopropyl-N-(1,1-dioxidotetrahydro-2H-thiopyran-4-yl)-2-(thiazol-5-yl)pyrimidine-4-carboxamide C1(CC1)C1=CC(=NC(=N1)C1=CN=CS1)C(=O)NC1CCS(CC1)(=O)=O